(trifluoromethyl)thiazol FC(F)(F)C=1SC=CN1